(1S,2S,5R)-3-(4-Methoxy-benzenesulfonyl)-3-azabicyclo[3.1.0]hexane-2-carboxylic acid COC1=CC=C(C=C1)S(=O)(=O)N1[C@@H]([C@H]2C[C@H]2C1)C(=O)O